FC1=C(C=C(C(=C1)Cl)C#N)B1OC(C)(C)C(C)(C)O1 2-fluoro-4-chloro-5-cyanophenylboronic acid pinacol ester